7-Bromo-3,3-dibutyl-8-methoxy-5-(4-(trifluoromethyl)phenyl)-2,3,4,5-tetrahydro-1,5-benzothiazepine 1,1-dioxide BrC=1C(=CC2=C(N(CC(CS2(=O)=O)(CCCC)CCCC)C2=CC=C(C=C2)C(F)(F)F)C1)OC